CC1=CC=C(C=C1)S(=O)(=O)N1C=CC2=C(C=C(C(=C12)F)F)F N-(p-toluenesulfonyl)-4,6,7-trifluoro-indole